1-(2-((1-hydroxycyclobutyl)methoxy)ethyl)-3,7-dimethyl-1H-purine-2,6(3h,7h)-dione OC1(CCC1)COCCN1C(N(C=2N=CN(C2C1=O)C)C)=O